C(C=C)(=O)OCCCCCCOC=1C=C2C(=CC(OC2=CC1)=O)C 6-(acryloyloxyhexyloxy)-4-methylcoumarin